CS(=NC(=O)C1CCCCC1)(C1=CC=C(C=C1)C1=NOC(=N1)C(F)(F)F)=O N-(methyl(oxo)(4-(5-(trifluoromethyl)-1,2,4-oxadiazol-3-yl)phenyl)-λ6-sulfaneylidene)cyclohexanecarboxamide